C(=C)C1=C(C=CC=C1)CCCCP([O-])([O-])=O 4-(vinylphenyl)butylphosphonate